(S)-1-(5-chloro-3-fluoro-pyridin-2-yl)-4-(4-(difluoromethyl)benzyl)-3-(3-hydroxybicyclo[1.1.1]-pentan-1-yl)piperazine-2,5-dione ClC=1C=C(C(=NC1)N1C([C@@H](N(C(C1)=O)CC1=CC=C(C=C1)C(F)F)C12CC(C1)(C2)O)=O)F